2-(4-bromophenyl)-6-(diethoxymethyl)benzofuran BrC1=CC=C(C=C1)C=1OC2=C(C1)C=CC(=C2)C(OCC)OCC